N1[C@@H](CCC1)[C@@H]1OCCC2=CC(=CC=C12)C1=NOC=C1 ((R)-1-((S)-pyrrolidin-2-yl)isochroman-6-yl)isoxazole